(racemic)-trans-3-amino-1-(N-((S)-2-amino-3,3-difluoropropyl)sulfamoyl)-4-(3-boronopropyl)pyrrolidine-3-carboxylic acid, 2,2,2-trifluoroacetic acid salt FC(C(=O)O)(F)F.N[C@@]1(CN(C[C@H]1CCCB(O)O)S(NC[C@@H](C(F)F)N)(=O)=O)C(=O)O |r|